ClC1=C(C=C2C(=C(N(C2=C1F)C)C=1NC(=NN1)C(C)N1CC2(COC2)C1)N1C=NC=C1)OC 6-(1-(5-(6-chloro-7-fluoro-3-(1H-imidazol-1-yl)-5-methoxy-1-methyl-1H-indol-2-yl)-4H-1,2,4-triazol-3-yl)ethyl)-2-oxa-6-azaspiro[3.3]heptane